(S)-3-(5-(3-Benzyl-4-(methylsulfonyl)piperazin-1-yl)benzo[d]oxazol-2-yl)-2,6-difluoro-5-(trifluoromethyl)phenol C(C1=CC=CC=C1)[C@H]1CN(CCN1S(=O)(=O)C)C=1C=CC2=C(N=C(O2)C=2C(=C(C(=C(C2)C(F)(F)F)F)O)F)C1